ClC=1C=C(C=C(C1)Cl)CN1C(N(C2=C1C=CC(=C2)S(=O)(=O)NC2(CC2)C)C)=O 1-[(3,5-dichlorophenyl)methyl]-3-methyl-N-(1-methylcyclopropyl)-2-oxo-benzimidazole-5-sulfonamide